2-(ethylthio)propoxybenzhydrazide C(C)SC(COC1=C(C(=O)NN)C=CC=C1)C